C1=CC=NC2=C1C1=NC3=CC(=C(C=C3N=C1C1=C2N=CC=C1)C#N)C#N dipyrido[3,2-a:2',3'-c]phenazine-11,12-dinitrile